4-(Naphthalen-2-yl)-3-(naphthalen-2-ylethynyl)-2-(trifluoromethyl)quinoline C1=C(C=CC2=CC=CC=C12)C1=C(C(=NC2=CC=CC=C12)C(F)(F)F)C#CC1=CC2=CC=CC=C2C=C1